N[C@@](CO)(C#C)C (2R)-2-amino-2-methylbut-3-yn-1-ol